ClC1=C(OC=2C=CC=C3C[C@H](C(N(C23)C)=O)NC(=O)N)C=C(C=C1)OC ((3R)-8-(2-chloro-5-methoxyphenoxy)-1-methyl-2-oxo-1,2,3,4-tetrahydroquinolin-3-yl)urea